bis-formyl-N,N'-bis(2,2,6,6-tetramethyl-4-piperidyl)hexamethylenediamine C(=O)N(CCCCCCN(C1CC(NC(C1)(C)C)(C)C)C=O)C1CC(NC(C1)(C)C)(C)C